[Si](C1=CC=CC=C1)(C1=CC=CC=C1)(C(C)(C)C)OC[C@H]1[C@@H](C1)C[C@@H](C)O |&1:23| (RS)-1-((1S,2R)-2-(((tert-butyldiphenylsilyl)oxy)methyl)cyclopropyl)propan-2-ol